tert-Butyl 2-(6-bromo-4-oxo-3,4-dihydrothieno[3,2-d]pyrimidin-2-yl)-2-methylpyrrolidine-1-carboxylate BrC1=CC=2N=C(NC(C2S1)=O)C1(N(CCC1)C(=O)OC(C)(C)C)C